C1=CC=CC=2C3=CC=CC=C3C(C12)COC(=O)N1[C@@H](C[C@@H](C1)OC1OCC1)C(=O)O (2s,4s)-1-(9H-fluoren-9-ylmethoxycarbonyl)-4-(oxetan-2-yloxy)pyrrolidine-2-carboxylic acid